ClC1=CC=C(C(=N1)C(NO)=N)N[C@H](C)C=1C=2N=C3C(=NC2C=C(C1)F)OC[C@H]1N3CCOC1 6-chloro-3-(((R)-1-((S)-9-fluoro-1,2,4a,5-tetrahydro-4H-[1,4]oxazino[4',3':4,5][1,4]oxazino[2,3-b]quinoxalin-11-yl)ethyl)amino)-N-hydroxypicolinimidamide